5-[(1S,4S,5R)-5-[[4-cyclopropyl-1-(2,6-dichlorophenyl)-1H-pyrazol-5-yl]methoxy]-2-azabicyclo[2.2.1]heptan-2-yl]pyridine-2-carboxylic acid C1(CC1)C=1C=NN(C1CO[C@H]1[C@@H]2CN([C@H](C1)C2)C=2C=CC(=NC2)C(=O)O)C2=C(C=CC=C2Cl)Cl